[phenyl(dimethylfluorenylphenyl)triazinyl](phenyldibenzofuranyl)benzene C1(=CC=CC=C1)C1=C(C(=NN=N1)C1=C(C=CC=C1)C1=C(C=CC=2OC3=C(C21)C=CC=C3)C3=CC=CC=C3)C3=C(C(=C(C=C3)C)C)C3=CC=CC=2C1=CC=CC=C1CC32